ClCCCl 1,2-bisChloroethane